N-(3-methoxy-2-methylbenzyl)-1-(tetrahydro-2H-pyran-2-yl)-1H-indazol-5-amine COC=1C(=C(CNC=2C=C3C=NN(C3=CC2)C2OCCCC2)C=CC1)C